ammonium epichlorohydrin C(Cl)C1CO1.[NH4+]